C(=C)C1=NN=NN1 5-vinyl-tetrazole